7,8-dihydro-5H-1,6-naphthyridine-6-carboxylic acid tert-butyl ester C(C)(C)(C)OC(=O)N1CC=2C=CC=NC2CC1